3-hydroxy-propanoic acid OCCC(=O)O